7-(tert-butyl) 2-methyl 7-azaspiro[3.5]nonane-2,7-dicarboxylate C1C(CC12CCN(CC2)C(=O)OC(C)(C)C)C(=O)OC